(1R,2S,5R)-5-methyl-2-(1-methylethyl)-cyclohexanol C[C@@H]1CC[C@H]([C@@H](C1)O)C(C)C